CN(C1=CC=C(C(=N1)C(=O)O)C=1C=NN(C1C)CC(C)(C)C)C=1N=NC(=C(C1)C)NC=1SC2=NC=CC=C2N1 6-(methyl-(5-methyl-6-(thiazolo[5,4-b]pyridin-2-ylamino)pyridazin-3-yl)amino)-3-(5-methyl-1-neopentyl-1H-pyrazol-4-yl)picolinic acid